FC(C1(CC1)CCCNCCNC(OC(C)(C)C)=O)(F)F tert-Butyl N-[2-[3-[1-(trifluoromethyl)cyclopropyl]propylamino] ethyl]carbamate